2,5,6,7-tetrahydro-3H-pyrrolo[2,1-c][1,2,4]triazol-3-one N=1NC(N2C1CCC2)=O